N1C=C(C2=CC=CC=C12)CC(CCCC)C=1C2=C(SC1C(=O)N)C=C(C=C2)N2CCC(CC2)(C)O (1-(1H-indol-3-yl)hexan-2-yl)-6-(4-hydroxy-4-methylpiperidin-1-yl)benzo[b]thiophene-2-carboxamide